C1(CC1)OC1=C(O[C@H]2[C@@H](CN(CC2)C(=O)OC(C)(C)C)F)C=C(C(=C1)[N+](=O)[O-])C(=O)OC tert-butyl (3R,4R)-4-[2-cyclopropoxy-5-(methoxycarbonyl)-4-nitrophenoxy]-3-fluoropiperidine-1-carboxylate